rac-N-[(2-aminoquinolin-7-yl)methyl]-N-[3-(1-hydroxyethyl)-1-methyl-1H-pyrazol-4-yl]acetamide NC1=NC2=CC(=CC=C2C=C1)CN(C(C)=O)C=1C(=NN(C1)C)[C@@H](C)O |r|